ClC=1C=C(OC2CCC(CC2)NC(=O)C=2N=NC(=CC2)N2CCC(CC2)CN2CCC(CC2)C=2C=C3C(N(C(C3=CC2)=O)C2C(NC(CC2)=O)=O)=O)C=CC1C#N N-((1r,4r)-4-(3-chloro-4-cyanophenoxy)cyclohexyl)-6-(4-((4-(2-(2,6-dioxopiperidine-3-yl)-1,3-dioxoisoindoline-5-yl)piperidin-1-yl)methyl)piperidin-1-yl)pyridazine-3-carboxamide